COC1=CC=C(C=C1)C1=CC2=C(N=C3N2C=CC(=C3)C)C=3C=CC(=CC13)S(=O)(=O)C 5-(4-methoxyphenyl)-10-methyl-3-(methylsulfonyl)naphtho[1',2':4,5]imidazo[1,2-a]pyridine